5-[4-(cyclopropylmethoxy)-5h,6h,7h,8h-pyrido[3,4-d]pyrimidine-7-carbonyl]-6-methyl-N-(1-methylcyclopropyl)furo[2,3-d]pyrimidin-4-amine C1(CC1)COC=1C2=C(N=CN1)CN(CC2)C(=O)C2=C(OC=1N=CN=C(C12)NC1(CC1)C)C